2-methyl-5-(4-methylthiophenyl)-pyrrol-1-yl-EthoxyPhenyl-Propionic Acid Cesium Salt [Cs+].CC=1N(C(=CC1)C=1SC=C(C1)C)CC(C(=O)[O-])(C1=CC=CC=C1)OCC